3-{5-[(1S)-1-aminoethyl]-1-oxo-2,3-dihydro-1H-isoindol-2-yl}piperidine-2,6-dione N[C@@H](C)C=1C=C2CN(C(C2=CC1)=O)C1C(NC(CC1)=O)=O